tripterin manganese [Mn].N1=C(N)NC(=O)C2=NC=CN=C12.N1=C(N)NC(=O)C2=NC=CN=C12.N1=C(N)NC(=O)C2=NC=CN=C12